3-(3-azabicyclo[4.1.0]heptan-1-yl)-7-chloro-1H-indazole C12(CNCCC2C1)C1=NNC2=C(C=CC=C12)Cl